FC1=C(N=CC2=C1N=C(N=C2N2CCCCC2)N2CC1(CCCN1C(=O)OC(C)(C)C)CC2)C2=CC(=CC1=CC=C(C(=C21)C#C[Si](C(C)C)(C(C)C)C(C)C)F)OCOC tert-butyl 7-[8-fluoro-7-[7-fluoro-3-(methoxymethoxy)-8-(2-triisopropylsilylethynyl)-1-naphthyl]-4-(1-piperidyl)pyrido[4,3-d]pyrimidin-2-yl]-1,7-diazaspiro[4.4]nonane-1-carboxylate